COC1=C(C=C(C=C1)C=1C=NN(C1)C)NC=1N=C(C2=C(N1)NC=C2)NC=2C(=C1N=CC=NC1=CC2)P(C)(C)=O (6-((2-((2-methoxy-5-(1-methyl-1H-pyrazol-4-yl)phenyl)amino)-7H-pyrrolo[2,3-d]pyrimidin-4-yl)amino)quinoxalin-5-yl)dimethylphosphine oxide